C(#N)C=1C=CC(=C(C1)NS(=O)(=O)C=1C=C(C(=O)OC)C=CC1OC)N1CC(CCC1)(F)F methyl 3-(N-(5-cyano-2-(3,3-difluoropiperidin-1-yl) phenyl) sulfamoyl)-4-methoxybenzoate